N-[[4-[5-amino-4-cyano-1-(2-oxaspiro[3.5]non-7-yl)pyrazol-3-yl]phenyl]methyl]-2-methoxy-benzamide NC1=C(C(=NN1C1CCC2(COC2)CC1)C1=CC=C(C=C1)CNC(C1=C(C=CC=C1)OC)=O)C#N